FC1=CC2=C(N(C(CCC2)=O)C)C=C1C(=O)NC1=CC(=CC=C1)C1=NN=CN1C(C)C 7-fluoro-N-(3-(4-isopropyl-4H-1,2,4-triazol-3-yl)phenyl)-1-methyl-2-oxo-2,3,4,5-tetrahydro-1H-benzo[b]azepine-8-carboxamide